4-(4-carbamoylpiperidin-1-yl)benzoic acid ethyl ester C(C)OC(C1=CC=C(C=C1)N1CCC(CC1)C(N)=O)=O